N-(2-phenylquinolin-6-yl)methanesulfonamide C1(=CC=CC=C1)C1=NC2=CC=C(C=C2C=C1)NS(=O)(=O)C